3-((7-chloroisoquinolin-1-yl)amino)-N-(1,2,3,4-tetrahydronaphthalen-2-yl)benzenesulfonamide ClC1=CC=C2C=CN=C(C2=C1)NC=1C=C(C=CC1)S(=O)(=O)NC1CC2=CC=CC=C2CC1